N1C=CC=2C1=NC=CC2C(C)OC=2C=C1C(=NNC1=CC2)C=2C=CC(=NC2)N2CC1(C2)CCN(CC1)C(=O)OCC ethyl 2-(5-(5-(1-(1H-pyrrolo[2,3-b]pyridin-4-yl) ethoxy)-1H-indazol-3-yl) pyridin-2-yl)-2,7-diazaspiro[3.5]nonane-7-carboxylate